Methyl (trans-4-((4-(2-cyclopropyloxazol-4-yl)pyridine-2-yl)((trans-4-(5-methoxy-6-methylpyridin-2-yl)cyclohexyl)methyl)carbamoyl)cyclohexyl)-carbamate C1(CC1)C=1OC=C(N1)C1=CC(=NC=C1)N(C(=O)[C@@H]1CC[C@H](CC1)NC(OC)=O)C[C@@H]1CC[C@H](CC1)C1=NC(=C(C=C1)OC)C